L-β-hydroxybutyrate C[C@@H](CC(=O)O)O